fluorohydroxyindanone FC1(C(C2=CC=CC=C2C1)=O)O